2-(1-phenyl-5-(pyridin-2-ylethynyl)-1H-benzo[d]imidazol-2-yl)ethan-1-amine trihydrochloride Cl.Cl.Cl.C1(=CC=CC=C1)N1C(=NC2=C1C=CC(=C2)C#CC2=NC=CC=C2)CCN